FC1=C(C=C(CC=2C=CC(=NC2)N)C=C1)OC 5-(4-fluoro-3-methoxybenzyl)pyridin-2-amine